FC1=C(CNS(=O)(=O)C2=C(C=CC=C2)C(F)(F)F)C=CC(=C1C=1NC(C=C(N1)C1=NC=C(C=C1)C(F)(F)F)=O)C(F)(F)F N-(2-fluoro-3-{6-oxo-4-[5-(trifluoromethyl)pyridin-2-yl]-1,6-dihydropyrimidin-2-yl}-4-(trifluoromethyl)benzyl)-2-(trifluoromethyl)benzenesulfonamide